(1s,4s)-4-(8-(2,4-dichloro-6-fluorophenylamino)-2-(3,3-difluorocyclobutylamino)-9H-purin-9-yl)-1-methylcyclohexanecarboxamide ClC1=C(C(=CC(=C1)Cl)F)NC=1N(C2=NC(=NC=C2N1)NC1CC(C1)(F)F)C1CCC(CC1)(C(=O)N)C